methyl 5-((4-(pentan-3-ylamino)-5-(trifluoromethyl)pyrimidin-2-yl)amino)-2-(4,4,5,5-tetramethyl-1,3,2-dioxaborolan-2-yl)benzoate CCC(CC)NC1=NC(=NC=C1C(F)(F)F)NC=1C=CC(=C(C(=O)OC)C1)B1OC(C(O1)(C)C)(C)C